(1-(4-aminobenzyl)-1H-pyrazol-4-yl)-9-methyl-6-oxo-6,7,8,9-tetrahydropyrido[3',2':4,5]pyrrolo[1,2-a]pyrazine-2-carboxamide hydrochloride salt Cl.NC1=CC=C(CN2N=CC(=C2)C2=CC=3C=C4N(C(CNC4=O)C)C3N=C2C(=O)N)C=C1